N,N'-bis-[3-(1-propanesulfonyloxy)phenyl]urea C(CC)S(=O)(=O)OC=1C=C(C=CC1)NC(=O)NC1=CC(=CC=C1)OS(=O)(=O)CCC